OC=1C2=C(N=C(N1)C1=CC(CC1)O)N(C=C2)C(=O)OC(C)(C)C tert-butyl 4-hydroxy-2-(3-hydroxycyclopent-1-en-1-yl)-7H-pyrrolo[2,3-d]pyrimidine-7-carboxylate